(6-(3,4-dimethoxyphenyl)-7-ethyl-5H-pyrrolo[3,2-d]pyrimidin-2-yl)(hexahydropyrrolo[3,4-c]pyrrol-2(1H)-yl)methanone COC=1C=C(C=CC1OC)C1=C(C=2N=C(N=CC2N1)C(=O)N1CC2CNCC2C1)CC